3,3-difluoro-4-hydroxy-5-(hydroxymethyl)dihydrofuran-2(3H)-one FC1(C(OC(C1O)CO)=O)F